FC=1C=CC(=C(N)C1)CC=C 5-fluoro-2-(2-propenyl)-aniline